COC1=C(C(=O)O)C=C(C=C1)C1=NOC(C1)C(=O)OC 2-methoxy-5-(5-(methoxycarbonyl)-4,5-dihydroisoxazol-3-yl)benzoic acid